C(C(=C)C)(=O)OCCC[Si](OC)(OC)OC 3-methacryloxy-propyltrimethoxysilane